C(C)C1=C(C(=CC=C1)C)N1C(C=C(C2=CC(=C(C=C12)C1=C(C=CC=C1O)F)F)N1CCN(CC1)C(=O)[O-])=C=O 4-(1-(2-ethyl-6-methylphenyl)-6-fluoro-7-(2-Fluoro-6-hydroxyphenyl)-2-carbonyl-1,2-dihydroquinolin-4-yl)piperazine-1-carboxylate